(1S,2R)-2-(Toluene-4-sulfonyl)-cyclopentanecarboxylic acid (3-cyano-3,3-dimethyl-propyl)-indan-5-ylmethyl-amide C(#N)C(CCN(C(=O)[C@H]1[C@@H](CCC1)S(=O)(=O)C1=CC=C(C)C=C1)CC=1C=C2CCCC2=CC1)(C)C